methyl (S)-2-(5-((6-(((S)-1-(4-(tert-butyl)phenyl)ethyl)carbamoyl)-1-(cyclopropylmethyl)-2-methyl-1H-indol-3-yl)methyl)-2-chlorophenoxy)propanoate C(C)(C)(C)C1=CC=C(C=C1)[C@H](C)NC(=O)C1=CC=C2C(=C(N(C2=C1)CC1CC1)C)CC=1C=CC(=C(O[C@H](C(=O)OC)C)C1)Cl